C(#N)/C(/C(=O)N)=C\C1=CC(=C(C(=C1)Cl)OCC1=C(C(=CC=C1)C1=CC2=C(OCCO2)C=C1)C)Cl (E)-2-cyano-3-(3,5-dichloro-4-((3-(2,3-dihydrobenzo[b][1,4]dioxin-6-yl)-2-methylbenzyl)oxy)phenyl)-acrylamide